FC(C=1C=C(C=CC1)N[C@H]1CN(CCC1)C(=O)OC(C)(C)C)(F)F tert-butyl (R)-3-((3-(trifluoromethyl)phenyl)amino)piperidine-1-carboxylate